ClC1=C(C=CC=C1C1=C(C(=NC=C1)C1=CC(=C(C=C1)CNC1CCOCC1)OC)C)C1=CC=C(C(=N1)OC)CNC1CCOCC1 N-((6-(2-chloro-3-(2-(3-methoxy-4-(((tetrahydro-2H-pyran-4-yl)amino)methyl)phenyl)-3-methylpyridin-4-yl)phenyl)-2-methoxypyridin-3-yl)methyl)tetrahydro-2H-pyran-4-amine